(4E)-4,8-dimethyl-4,9-decadienal C/C(/CCC=O)=C\CCC(C=C)C